(2R,3R)-toluene-4-sulphonic acid CC1=CC=C(C=C1)S(=O)(=O)O